3-butyl peroxyneodecanate C(CCCCCC(C)(C)C)(=O)OOC(CC)C